4-morpholino-6-(pyridin-4-yl)-N-(5-(thiophen-2-yl)-1H-pyrazol-3-yl)furo[3,2-d]pyrimidin-2-amine O1CCN(CC1)C=1C2=C(N=C(N1)NC1=NNC(=C1)C=1SC=CC1)C=C(O2)C2=CC=NC=C2